BrC1=C(C(=C(C2=C1O[C@@H](C(N2CC2=CC(=CC=C2)C(F)F)=O)C)F)F)[N+](=O)[O-] (R)-8-bromo-4-(3-(difluoromethyl)benzyl)-5,6-difluoro-2-methyl-7-nitro-2H-benzo[b][1,4]oxazin-3(4H)-one